5-[(3R)-3-methylpiperazin-1-yl]Cinnoline-8-carboxamide C[C@@H]1CN(CCN1)C1=C2C=CN=NC2=C(C=C1)C(=O)N